(E)-N-(4-((E)-3-(2,5-dimethoxyphenyl)acrylamido)butyl)-4-hydroxy-2-methylbut-2-enamide COC1=C(C=C(C=C1)OC)/C=C/C(=O)NCCCCNC(\C(=C\CO)\C)=O